mono(2,4,4-trimethylpentyl)phosphinic acid CC(CP(O)=O)CC(C)(C)C